C(CCCCCC(C)C)C(C(=O)O)(CCCC(=O)O)CCCCCCC(C)C.C(CCCCC(=O)OCCCCCCC(C)C)(=O)OCCCCCCC(C)C diisononyl adipate (di-i-nonyl adipate)